C1(CCCC2CC3CCCC(C3C(C12)=O)=O)=O octahydroanthracene-1,8,9-trione